FC(CCCCCC(CCCCCC(F)(F)F)O)(F)F 1,1,1,13,13,13-Hexafluorotridecan-7-ol